BrC1=CC=C(C2=C1N=CO2)NC(=O)NC2=CC(=C(C=C2)OC2CCN(CC2)C)C(F)(F)F 1-(4-bromobenzo[d]oxazol-7-yl)-3-(4-((1-methylpiperidin-4-yl)oxy)-3-(trifluoromethyl)phenyl)urea